C(C=C)(=O)[Cu].[W].[Cu] Copper-tungsten alloyl-copper